C1(=C(C=C(C=C1)N)N)N benzene-1,2,4-tri-yl-triamine